OC1(CNCC1)C1=CC=C(S1)C(CSC1=NC(=NC2=CC=CC=C12)C(F)(F)F)=O 1-(5-(3-hydroxypyrrolidin-3-yl)thiophen-2-yl)-2-((2-(trifluoromethyl)quinazolin-4-yl)thio)ethan-1-one